(R)-2-(4-(8-amino-6-(4-methylpyridin-3-yl)-2,7-naphthyridin-3-ylamino)-1H-pyrazole-1-Yl)propionitrile NC=1N=C(C=C2C=C(N=CC12)NC=1C=NN(C1)[C@@H](C#N)C)C=1C=NC=CC1C